FC1=CC=C(C=C1)C([C@H]1[C@@H]2N(C(C=3N1N=CC(C3O)=O)=O)CCC2)C2=CC=C(C=C2)F (9aR,10S)-10-(bis(4-fluorophenyl)methyl)-4-hydroxy-8,9,9a,10-tetrahydro-7H-pyrrolo[1',2':4,5]pyrazino[1,2-b]pyridazine-3,5-dione